4-hydroxy-4-(4-methoxyphenylpiperidin-1-yl)quinoline-6-carboxylate OC1(CC=NC2=CC=C(C=C12)C(=O)[O-])N1C(CCCC1)C1=CC=C(C=C1)OC